C(C1=CC=CC=C1)OC(=O)N1CCN(CC1)CCOC=1N=C(C2=C(N1)C(=C(N=C2)Cl)F)N2CC1CCC(C2)N1C(=O)OC(C)(C)C tert-butyl 3-(2-(2-(4-((benzyloxy) carbonyl) piperazin-1-yl) ethoxy)-7-chloro-8-fluoropyrido[4,3-d]pyrimidin-4-yl)-3,8-diazabicyclo[3.2.1]octane-8-carboxylate